C1(CC1)C1=C(C(=NO1)C1=C(C=CC=C1Cl)Cl)CCN1CC(N(CC1)C1=CC=C2C(=CN(C2=C1)C)C(=O)O)C 6-(4-(2-(5-cyclopropyl-3-(2,6-dichlorophenyl)isoxazol-4-yl)ethyl)-2-methylpiperazin-1-yl)-1-methyl-1H-indole-3-carboxylic acid